bis[2-(2-hydroxy-5-methyl-3-t-butylbenzyl)-4-methyl-6-t-butylphenyl] terephthalate C(C1=CC=C(C(=O)OC2=C(C=C(C=C2C(C)(C)C)C)CC2=C(C(=CC(=C2)C)C(C)(C)C)O)C=C1)(=O)OC1=C(C=C(C=C1C(C)(C)C)C)CC1=C(C(=CC(=C1)C)C(C)(C)C)O